C(C)(C)(C)[C@@]1(N(CCC1)S(=O)(=O)C=1C(=NC(=CC1)C)O[C@H](C)CCCCNC1CCC(CC1)(F)F)C(=O)O.OCCCCCCOC1=CC=C(C=O)C=C1 4-(6-Hydroxyhexyloxy)benzaldehyd tert-butyl-((2-(((R)-6-((4,4-difluorocyclohexyl)amino)hexan-2-yl)oxy)-6-methylpyridin-3-yl)sulfonyl)-L-prolinate